sulfo-phosphovanillin S(=O)(=O)(O)C(=O)C1=CC(OC)=C(OP(=O)=O)C=C1